(2-(dimethylamino)phenyl)-2,2-difluoro-N-phenylacetamide CN(C1=C(C=CC=C1)C(C(=O)NC1=CC=CC=C1)(F)F)C